6-((E)-but-2-enyl)-3,3-dimethyl-5-oxo-2,3,5,6-tetrahydro-pyrrolo[2,3-c]pyridine-1-carboxylic acid tert-butyl ester C(C)(C)(C)OC(=O)N1CC(C=2C1=CN(C(C2)=O)C\C=C\C)(C)C